NC=1N=C2N(C=C(C=C2)C2=C3C=NNC3=CC=C2C)C1C(=O)C1CC1 (2-amino-6-(5-methyl-1H-indazol-4-yl)imidazo[1,2-a]pyridin-3-yl)(cyclopropyl)methanone